(3Z)-1-[2-chloro-4-[1,4-dimethyl-5-[1-oxo-6-(trifluoromethoxy)-3,4-dihydroisoquinolin-2-yl]pyrazol-3-yl]phenyl]-3-[3-(2-isopropyl-5-methyl-phenyl)-4-oxo-thiazolidin-2-ylidene]urea ClC1=C(C=CC(=C1)C1=NN(C(=C1C)N1C(C2=CC=C(C=C2CC1)OC(F)(F)F)=O)C)NC(=O)\N=C\1/SCC(N1C1=C(C=CC(=C1)C)C(C)C)=O